(1S,3S,5S,7S)-adamantane C12CC3CC(CC(C1)C3)C2